NC1=NC=CC(=C1F)CC=1C(=C(C(=C(C(=O)NC(C#C)([2H])[2H])C1)NC1=C(C=C(C=C1)I)F)F)F 5-((2-amino-3-fluoropyridin-4-yl)methyl)-3,4-difluoro-2-((2-fluoro-4-iodophenyl)amino)-N-(prop-2-yn-1-yl-1,1-d2)benzamide